C(CCCCC)SC=1C(N(C(C1)=O)C1=CC=C(C(=O)OC)C=C1)=O methyl 4-(3-(hexylthio)-2,5-dioxo-2,5-dihydro-1H-pyrrol-1-yl)benzoate